FC(C(=O)O)(F)F.FC1(CN(C1)S(=O)(=O)N)COC 3-fluoro-3-(methoxymethyl)azetidine-1-sulfonamide trifluoroacetate